4-(3-(((1R,2S,5R)-2-isopropyl-5-methylcyclohexyl)oxy)-3-oxopropyl)phenylacetic acid C(C)(C)[C@H]1[C@@H](C[C@@H](CC1)C)OC(CCC1=CC=C(C=C1)CC(=O)O)=O